C1(=CC=CC=C1)S(=O)(=O)OC1=CC=C(C=C1)NC(=O)NC1=CC=C(C=C1)OS(=O)(=O)C1=C(C=C(C=C1C)C)C N-[4-(phenylsulfonyloxy)phenyl]-N'-[4-(mesitylenesulfonyloxy)phenyl]urea